CC1=NC=CC(=C1)C1=NNC2=CC=C(C=C12)N[C@@H]1CCCC2=CC=CC=C12 (1R)-1-[[3-(2-methyl-4-pyridyl)-1H-indazol-5-yl]amino]tetralin